ethyl 5-((2,2-dimethylcyclopropyl) methoxy)-2-methylbenzofuran-3-carboxylate CC1(C(C1)COC=1C=CC2=C(C(=C(O2)C)C(=O)OCC)C1)C